N-((4R,5S,7R,8R,9S,10R)-8,10-dihydroxy-7-(hydroxymethyl)-9-(4-(3,4,5-trifluorophenyl)-1H-1,2,3-triazol-1-yl)-1,6-dioxaspiro[4.5]decan-4-yl)-3-(trifluoromethoxy)benzamide O[C@H]1[C@H](O[C@@]2([C@@H](CCO2)NC(C2=CC(=CC=C2)OC(F)(F)F)=O)[C@@H]([C@H]1N1N=NC(=C1)C1=CC(=C(C(=C1)F)F)F)O)CO